C(C1=CC=CC=C1)OC1=NC(=CC=C1C1=NN(C2=C(C=CC=C12)N1CCN(CC1)C[C@H]1[C@@H](CN(CC1)C(=O)OC(C)(C)C)C)C)OCC1=CC=CC=C1 tert-butyl (3s,4r)-4-((4-(3-(2,6-bis(benzyloxy) pyridin-3-yl)-1-methyl-1H-indazol-7-yl) piperazin-1-yl) methyl)-3-methylpiperidine-1-carboxylate